FC1=CC=C(C=C1)C=1C(=NN(C1)C)C=O (4-(4-fluorophenyl)-1-methyl-1H-pyrazol-3-yl)methanone